8-(2-Hydroxyethyl)-1,4-dioxaspiro[4.5]decane-8-carbonitrile OCCC1(CCC2(OCCO2)CC1)C#N